2,5-dimethyl-2,5-bis-(tertiary butyl-peroxy)hexane CC(C)(CCC(C)(OOC(C)(C)C)C)OOC(C)(C)C